6-morpholinyl-N4-(pyridin-3-ylmethyl)-1,3,5-triazine-2,4-diamine N1(CCOCC1)C1=NC(=NC(=N1)N)NCC=1C=NC=CC1